(((methylsulfanyl) oxy) methyl) pyridine-2-carboxylate N1=C(C=CC=C1)C(=O)OCOSC